BrC=1C=2N(C=CC1)C(=C(N2)C#C)C=C 8-bromo-3-ethenyl-2-ethynylimidazo[1,2-a]pyridine